N-((3-(difluoromethylene)cyclobutyl)methyl)-4-((3,5-dimethoxybenzyl)amino)-7-methylimidazo[1,5-a]quinoxaline-8-carboxamide FC(=C1CC(C1)CNC(=O)C1=C(C=C2N=C(C=3N(C2=C1)C=NC3)NCC3=CC(=CC(=C3)OC)OC)C)F